BrC1=CC2=C(N(C(C=3N(C2)C=C(C3)C3=CC=C(C#N)C=C3)=O)CC(C)=O)C=C1 4-(7-bromo-11-oxo-10-(2-oxopropyl)-10,11-dihydro-5H-benzo[e]pyrrolo[1,2-a][1,4]diazepin-2-yl)benzonitrile